tert-butyl 4-(2-amino-3-nitropyridin-4-yl)-1H-pyrazole-1-carboxylate NC1=NC=CC(=C1[N+](=O)[O-])C=1C=NN(C1)C(=O)OC(C)(C)C